CN1CCN(CCN(CC1)C)C octahydro-1,4,7-trimethyl-1H-1,4,7-triazonine